((4-Bromo-5-(difluoromethyl)-1H-pyrazol-3-yl)methyl)-3-(3-(difluoromethyl)-4-fluorophenyl)-1-(2-methoxypyrimidin-5-yl)urea BrC=1C(=NNC1C(F)F)CN(C(=O)NC1=CC(=C(C=C1)F)C(F)F)C=1C=NC(=NC1)OC